C(C(C)C)C1=CC(=NN1C1CCC(CC1)C(F)(F)F)NC1=C(C(=O)O)C=C(C=N1)C=1SC=CC1 2-((5-isobutyl-1-(4-(trifluoromethyl)cyclohexyl)-1H-pyrazol-3-yl)amino)-5-(thiophen-2-yl)nicotinic acid